heptadecan-9-yl 8-((2-hydroxy-6-(1H-pyrrole-3-carboxamido)hexyl)(6-((6-methyloctyl)oxy)-6-oxohexyl)Amino)octanoate OC(CN(CCCCCCCC(=O)OC(CCCCCCCC)CCCCCCCC)CCCCCC(=O)OCCCCCC(CC)C)CCCCNC(=O)C1=CNC=C1